2-(3-methoxyphenyl)-N-(1,3-dioxoisoindol-5-yl)-2-(4-ethylpiperazin-1-yl)acetamide COC=1C=C(C=CC1)C(C(=O)NC=1C=C2C(NC(C2=CC1)=O)=O)N1CCN(CC1)CC